2-butoxy-4-fluorobenzene C(CCC)OC1=CC=CC(=C1)F